FC(CNCC1=CC2=C(C(N(C=C2C(F)(F)F)C2=CC(=CC=C2)C2(CCC2)C2=NN=CN2C)=O)N1)(CO)F 2-[[(2,2-difluoro-3-hydroxypropyl)amino]methyl]-6-[3-[1-(4-methyl-1,2,4-triazol-3-yl)cyclobutyl]phenyl]-4-(trifluoromethyl)-1H-pyrrolo[2,3-c]pyridin-7-one